2-[4-[(3S)-3-(5-cyano-2-pyridinyl)isoxazolidine-2-carbonyl]-1-piperidinyl]-5-fluoro-pyrimidine-4-carbonitrile C(#N)C=1C=CC(=NC1)[C@H]1N(OCC1)C(=O)C1CCN(CC1)C1=NC=C(C(=N1)C#N)F